5-((4-Oxo-2-thiocarbonyl-2,3,4,5-tetrahydro-1H-pyrrolo[3,2-d]pyrimidin-1-yl)methyl)isoindoline-2-carboxylic acid tert-butyl ester C(C)(C)(C)OC(=O)N1CC2=CC=C(C=C2C1)CN1C(NC(C2=C1C=CN2)=O)=C=S